ClC=1C=C(C=CC1F)NC1=NC=NC2=CC(=C(C=C12)O[C@@H]1CC[C@@H](CC1)NC)OC 4-[(3-chloro-4-fluoro-phenyl)amino]-6-(cis-4-methylamino-cyclohex-1-yloxy)-7-methoxy-quinazoline